CC(C)(C)[S@](=O)NC(C(F)(F)F)C1=CC=C(C=C1)OCC(CCC)C (S)-2-methyl-N-(2,2,2-trifluoro-1-(4-((2-methylpentyl)oxy)phenyl)ethyl)propane-2-sulfinamide